tricyclo[4.3.0.12,5]deca-3-ene C12C3C=CC(C2CCC1)C3